3-(1-(6-(6-(Difluoromethyl)imidazo[1,2-b]pyridazin-3-yl)pyrimidin-4-yl)piperidin-4-yl)propanamide FC(C=1C=CC=2N(N1)C(=CN2)C2=CC(=NC=N2)N2CCC(CC2)CCC(=O)N)F